FC(C=1C=C(C=C(C1)C(F)(F)F)C1=NN(C=N1)/C=C(/C(=O)OC(C)C)\C1=COC=C1)(F)F isopropyl (E)-3-(3-(3,5-bis(trifluoromethyl)phenyl)-1H-1,2,4-triazol-1-yl)-2-(furan-3-yl)acrylate